5-((2S)-2-((1-(2-(bis(4-methoxybenzyl)amino)pyridin-3-yl)ethyl)amino)propoxy)-7-chloro-8-fluoro-2-(methylthio)pyrido[4,3-d]pyrimidin-4(3H)-one COC1=CC=C(CN(C2=NC=CC=C2C(C)N[C@H](COC2=NC(=C(C=3N=C(NC(C32)=O)SC)F)Cl)C)CC3=CC=C(C=C3)OC)C=C1